2,2'-(3,3''-bis(10-methylphenazin-5(10H)-yl)-[1,1':4',1''-terphenyl]-2',3'-diyl)bis(benzo[d]oxazole) CN1C2=CC=CC=C2N(C=2C=CC=CC12)C=1C=C(C=CC1)C1=C(C(=C(C=C1)C1=CC(=CC=C1)N1C=2C=CC=CC2N(C2=CC=CC=C12)C)C=1OC2=C(N1)C=CC=C2)C=2OC1=C(N2)C=CC=C1